3-ethoxymethylene-5-nitro-1,3-dihydro-2-indolone C(C)OC=C1C(NC2=CC=C(C=C12)[N+](=O)[O-])=O